1-butyl-3-methylimidazolium bis(trifluoromethanesulfonimide) [N-](S(=O)(=O)C(F)(F)F)S(=O)(=O)C(F)(F)F.[N-](S(=O)(=O)C(F)(F)F)S(=O)(=O)C(F)(F)F.C(CCC)N1C=[N+](C=C1)C.C(CCC)N1C=[N+](C=C1)C